N1,N4-dimethoxy-N1,N4-dimethylbicyclo[2.2.2]octane-1,4-dicarboxamide CON(C(=O)C12CCC(CC1)(CC2)C(=O)N(C)OC)C